N-((5-(2-((1-methyl-1H-pyrazolo[3,4-d]pyrimidin-4-yl)thio)acetyl)thiophen-2-yl)methyl)benzenesulfonamide CN1N=CC=2C1=NC=NC2SCC(=O)C2=CC=C(S2)CNS(=O)(=O)C2=CC=CC=C2